CN1CCN(CC1)C1=CC=C(NC2=NC=C(C(=N2)NC2=NC(=CC=C2)N2CCCC2)C#N)C=C1 2-[4-(4-methylpiperazin-1-yl)anilino]-4-[(6-pyrrolidin-1-yl-2-pyridyl)amino]pyrimidine-5-carbonitrile